2-(2-fluoro-5-bromo-phenyl)propan-2-ol FC1=C(C=C(C=C1)Br)C(C)(C)O